C(N)(OC1C(C(N(CC1)C=1C(=NC(=CC1)NC1=NC=C(C(=N1)C=1C=C(C2=C(N(C(=N2)C)C(C)C)C1)F)F)C)=C=O)C(C)(C)C)=O (tert-butyl 1-(6-((5-fluoro-4-(4-fluoro-1-isopropyl-2-methyl-1H-benzo[d]imidazol-6-yl) pyrimidin-2-yl) amino)-2-methylpyridin-3-yl)-2-carbonylpiperidin-4-yl) carbamate